CN1CCN(CC1)C(CNC(=O)C1=CC2=C(N(C(=N2)NC=2SC3=C(N2)C=CC(=C3)OC(F)(F)F)CCOC)C=C1)=O 1-(2-Methoxy-ethyl)-2-(6-trifluoromethoxy-benzothiazol-2-ylamino)-1H-benzoimidazole-5-carboxylic acid [2-(4-methyl-piperazin-1-yl)-2-oxo-ethyl]-amide